C(C1=CC=CC=C1)[C@H](NC(CNC(CNC(OCC1C2=CC=CC=C2C=2C=CC=CC12)=O)=O)=O)C(NCC(NCOC1(CC1)C(=O)O)=O)=O (S)-1-((11-benzyl-1-(9H-fluoren-9-yl)-3,6,9,12,15-pentaoxo-2-oxa-4,7,10,13,16-pentaaza-heptadec-17-yl)oxy)cyclopropane-1-carboxylic acid